Zinc iridium oxide [Ir]=O.[Zn]